C(CCCCCCCCCC)ON1C(CC(CC1(C)C)OC(OC1CC(N(C(C1)(C)C)OCCCCCCCCCCC)(C)C)=O)(C)C bis(1-Undecanoxy-2,2,6,6-tetramethylpiperidin-4-yl)carbonate